FC1=C(C=CC(=C1)F)C1(N=C(C(=N1)C1=CC(=CC=C1)OC)C1=CC(=CC=C1)OC)C1(N=C(C(=N1)C1=CC(=CC=C1)OC)C1=CC(=CC=C1)OC)C1=C(C=C(C=C1)F)F bis(2,4-difluorophenyl)-4,4',5,5'-tetrakis(3-methoxyphenyl)biimidazole